7-(benzyloxycarbonylamino)-5,6,7,8-tetrahydro-4H-cyclohepta[b]thiophene-2-carboxylic acid C(C1=CC=CC=C1)OC(=O)NC1CCCC2=C(SC(=C2)C(=O)O)C1